ClC1=NC(=NC(=C1)OC)N1[C@@H](COC[C@@H]1C)C (3R,5S)-4-(4-chloro-6-methoxypyrimidin-2-yl)-3,5-dimethylmorpholine